O=C1NC(CCC1N1C(C2=CC=C(C=C2C1=O)CN1CCN(CC1)C1CCN(CC1)C1=CC=C2CN(C(C2=C1)=O)C(C(=O)NC=1SC=CN1)C1=C(C=CC(=C1)F)O)=O)=O 2-(6-(4-(4-((2-(2,6-dioxopiperidin-3-yl)-1,3-dioxoisoindolin-5-yl)methyl)piperazin-1-yl)piperidin-1-yl)-1-oxoisoindolin-2-yl)-2-(5-fluoro-2-hydroxyphenyl)-N-(thiazol-2-yl)acetamide